3-(3-fluoro-2-vinylphenyl)-3-vinylcyclohexan-1-one FC=1C(=C(C=CC1)C1(CC(CCC1)=O)C=C)C=C